tert-butyl (3'R)-2-[6-amino-5-(difluoromethyl)pyridin-3-yl]-6,7-dihydrospiro[pyrazolo[5,1-c][1,4]oxazine-4,3'-pyrrolidine]-1'-carboxylate NC1=C(C=C(C=N1)C1=NN2C(=C1)[C@@]1(CN(CC1)C(=O)OC(C)(C)C)OCC2)C(F)F